tert-butyl (Z)-2-(2,6-difluoropyridin-3-yl)-2-hydrazineylideneacetate FC1=NC(=CC=C1/C(/C(=O)OC(C)(C)C)=N/N)F